ClC=1C(N(C(=CC1OC([2H])([2H])C1=NC=C(C=C1F)F)C)C1=CC(=NC=C1C)C1=CC=C2C(=N1)C(N(C2)C(=O)C2CC2)(C)C)=O 3-chloro-2'-(6-(cyclopropylcarbonyl)-7,7-dimethyl-6,7-dihydro-5H-pyrrolo[3,4-b]pyridin-2-yl)-4-((3,5-difluoropyridin-2-yl)methoxy-d2)-5',6-dimethyl-2H-[1,4'-bipyridin]-2-one